C1(CC1)CC=1N(C(=CC1C=1SC=C(N1)C(=O)O)C1=CC(=CC=C1)N1CCC(CC1)C1CC1)CC1=CC(=C(C=C1)S(N)(=O)=O)F 2-(2-(cyclopropylmethyl)-5-(3-(4-cyclopropylpiperidin-1-yl)phenyl)-1-(3-fluoro-4-sulfamoylbenzyl)-1H-pyrrol-3-yl)thiazole-4-carboxylic acid